1-(Bromomethyl)-3-nitro-5-(trifluoromethyl)benzene BrCC1=CC(=CC(=C1)C(F)(F)F)[N+](=O)[O-]